3-tert-butyl-9,10-bis-(naphthalen-2-yl)anthracene C(C)(C)(C)C=1C=CC2=C(C3=CC=CC=C3C(=C2C1)C1=CC2=CC=CC=C2C=C1)C1=CC2=CC=CC=C2C=C1